(S)-N-(1-(1-cyclopropylazetidin-3-yl)ethyl)-5-(4-(trifluoromethyl)phenoxy)-2-naphthamide C1(CC1)N1CC(C1)[C@H](C)NC(=O)C1=CC2=CC=CC(=C2C=C1)OC1=CC=C(C=C1)C(F)(F)F